FC(C1=CC=C(N=N1)CN1C(=NC2=C1C=CC=C2F)C=2C(=NON2)N)F 4-(1-((6-(difluoromethyl)pyridazin-3-yl)methyl)-4-fluoro-benzimidazol-2-yl)-1,2,5-oxadiazol-3-amine